3-(6-bromohexyl)-1-methyl-1H-imidazole BrCCCCCCN1CN(C=C1)C